CC1C(N(CO1)CCC1=CC2=C(NC(N2)=O)C=C1)=O 5-methyl-3-(2-(2-oxo-2,3-dihydro-1H-benzo[d]imidazole-5-yl)ethyl)oxazolidin-4-one